5-(4-(2-(piperidin-1-yl)propan-2-yl)phenyl)-N-(3-(piperidin-1-yl)propyl)thieno[3,2-b]pyridin-7-amine N1(CCCCC1)C(C)(C)C1=CC=C(C=C1)C1=CC(=C2C(=N1)C=CS2)NCCCN2CCCCC2